ClC1=CC2=C(N=CC=3N2C(=NN3)C3CCOCC3)C=N1 8-chloro-1-(tetrahydropyran-4-yl)pyrido[3,4-e][1,2,4]triazolo[4,3-a]pyrazine